ClC1=CC=C2C(=CC=NC2=C1)N 7-chloroquinolin-4-amine